1-(6-fluoro-8-(methylamino)-2-((2-methylpyrimidin-5-yl)oxy)-9H-pyrimido[4,5-b]indol-4-yl)azetidin FC=1C=C2C3=C(NC2=C(C1)NC)N=C(N=C3N3CCC3)OC=3C=NC(=NC3)C